6-cyclohexyl-4-methyl-pyridin C1(CCCCC1)C1=CC(=CC=N1)C